(1S,3S)-3-((6-(5-((3-isopropylphenoxy)methyl)-1-methyl-1H-1,2,3-triazol-4-yl)-2-methylpyridin-3-yl)oxy)cyclohexane-1-carboxylic acid C(C)(C)C=1C=C(OCC2=C(N=NN2C)C2=CC=C(C(=N2)C)O[C@@H]2C[C@H](CCC2)C(=O)O)C=CC1